(trans)-tert-butyl 3-hydroxy-4-methylpyrrolidine-1-carboxylate O[C@@H]1CN(C[C@H]1C)C(=O)OC(C)(C)C